(6S,8aR)-6-(5-(6-amino-2-fluoropyridin-3-yl)-1H-imidazol-2-yl)-2-(5-chloro-2-(1H-tetrazol-1-yl)phenyl)hexahydropyrrolo[1,2-a]pyrazine-1,4-dione NC1=CC=C(C(=N1)F)C1=CN=C(N1)[C@@H]1CC[C@H]2N1C(CN(C2=O)C2=C(C=CC(=C2)Cl)N2N=NN=C2)=O